N-((5-(5-aminopyrimidin-2-yl)-1,3,4-oxadiazol-2-yl)methyl)-2-(2,4-bis(trifluoromethyl)phenyl)-N-(4-fluorophenyl)acetamide NC=1C=NC(=NC1)C1=NN=C(O1)CN(C(CC1=C(C=C(C=C1)C(F)(F)F)C(F)(F)F)=O)C1=CC=C(C=C1)F